trimethylcatechol diacetate C(C)(=O)OC=1C(OC(C)=O)=C(C(=C(C1)C)C)C